O=C1NC(CCC1N1C(C2=CC=C3C(=C2C1)OC1(CC32OCCO2)CN(C1)C(=O)OC(C)(C)C)=O)=O tert-butyl 8'-(2,6-dioxopiperidin-3-yl)-7'-oxo-8',9'-dihydro-3'H,7'H-dispiro[azetidine-3,2'-pyrano[2,3-e]isoindole-4',2''-[1,3]dioxolane]-1-carboxylate